CN1C2=C(OC[C@@H](C1=O)NC(=O)C1=NNC=3CC[C@H](CC13)C(F)(F)F)C=CC=C2 (R)-N-((S)-5-methyl-4-oxo-2,3,4,5-tetrahydrobenzo[b][1,4]oxazepin-3-yl)-5-(trifluoromethyl)-4,5,6,7-tetrahydro-1H-indazole-3-carboxamide